(S)-N-((S)-1-(benzofuran-5-yl)propan-2-yl)-2-methylpropane-2-sulfinamide O1C=CC2=C1C=CC(=C2)C[C@H](C)N[S@@](=O)C(C)(C)C